CN(C)C1=NC=CC=C1C(=O)NCC1=NC(=NO1)C=1N(C2=CC=CC(=C2C1)N[C@H]1[C@H](CN(CC1)C)F)CC(F)(F)F (dimethylamino)-N-{[3-(4-{[(3S,4R)-3-fluoro-1-methylpiperidin-4-yl]amino}-1-(2,2,2-trifluoroethyl)-1H-indol-2-yl)-1,2,4-oxadiazol-5-yl]methyl}pyridine-3-carboxamide